CC1=C(N=CS1)C1CC(C2=CC(=CC=C12)CC(=O)O)=O.C(C)(=O)OC=1C=C2C(C=C(C2=CC1)C=1N=CSC1C)=O [1-(5-methylthiazol-4-yl)-3-oxo-inden-5-yl] acetate ([1-(5-methylthiazol-4-yl)-3-oxo-indan-5-yl] acetate)